ethylenglycol e-succinate C(CCC(=O)O)(=O)O.C(CO)O